ClC=1C(=C(C=C(C1)CC)N1CCNCC1)OC 1-(3-chloro-5-ethyl-2-methoxyphenyl)-piperazine